N1(CCC1)C=1C=CC2=C([Si](C3=C(C=CC(=C3)N3CCC3)C23OC(C2=CC=C(C=C32)C(=O)NCCOCCN=[N+]=[N-])=O)(C)C)C1 3,7-di(azetidin-1-yl)-N-(2-(2-azidoethoxy)ethyl)-5,5-dimethyl-3'-oxo-3'H,5H-spiro[dibenzo[b,e]siline-10,1'-isobenzofuran]-6'-carboxamide